COCCOCCN(CCOCCOC)CCOCCOC 2-(2-methoxyethoxy)-N,N-bis[2-(2-methoxyethoxy)ethyl]ethanamine